4-(3-(Methylamino)pyrrolidin-1-yl)-N-(4-methylpent-2-ynyl)-1H-benzo[d]imidazole-1-carboxamide CNC1CN(CC1)C1=CC=CC=2N(C=NC21)C(=O)NCC#CC(C)C